C(C1=CC=CC=C1)OC1=CC=C2C(C(OCC2=C1)C(C)C)C1=CC=C(C=C1)Br 7-(benzyloxy)-4-(4-bromophenyl)-3-isopropylisochromane